(R)-N-benzyl-2-phenylpropionamide C(C1=CC=CC=C1)NC([C@H](C)C1=CC=CC=C1)=O